FC1=C(CN2[C@@H](C[C@@](CC2)(C(=O)O)CC2=NC(=CC(=C2F)C2(CC2)O)NC2=NNC(=C2)C)CC)C=CC=C1F (2R,4R)-1-(2,3-difluorobenzyl)-2-ethyl-4-((3-fluoro-4-(1-hydroxy-cyclopropyl)-6-((5-methyl-1H-pyrazol-3-yl)amino)pyridin-2-yl)methyl)piperidine-4-carboxylic acid